C(=O)(O)OB(O)O carboxyl-boric acid